ETHYL-TRIMETHYLCYCLOPENTENE C(C)C1(C(=C(CC1)C)C)C